CC1=CC=C(C=C1)S(=O)(=O)C1=CC=C(C(=O)C2=CC=CC=C2)C=C1 4-(4-methylphenylsulfonyl)benzophenone